6-bromo-4-fluoro-2-methylindazole BrC=1C=C(C2=CN(N=C2C1)C)F